2-ethylamine CCN